ClC=1C=C(C=C(C1)Cl)N(C(=O)N([C@@H]1CN(C[C@H]1C1=CC=C(C=C1)F)C(=O)OC1=CC=C(C=C1)[N+](=O)[O-])C)C 4-nitrophenyl (3S,4R)-3-{[(3,5-dichlorophenyl)(methyl)carbamoyl](methyl)amino}-4-(4-fluorophenyl)pyrrolidine-1-carboxylate